C1CCC2=C(C=CC=C12)C1=C(C=C2C(=N1)C(=NN2)C=2C=CC(=NC2)C2(CN(CC2)C(CO)=O)C#N)OC 3-(5-(5-(2,3-Dihydro-1H-inden-4-yl)-6-methoxy-1H-pyrazolo[4,3-b]pyridin-3-yl)pyridin-2-yl)-1-(2-hydroxyacetyl)pyrrolidine-3-carbonitrile